C(CCCCC)OC1=C(C(=CC=C1)OCCCCCC)C=1C2=CC=C(N2)C=C2C=CC(C(=C3C=CC(=CC=4C=CC1N4)N3)C3=C(C=CC=C3OCCCCCC)OCCCCCC)=N2 5,15-bis(2,6-dihexoxyphenyl)porphyrin